5-(trifluoromethyl)-1H-benzimidazole-2-carbaldehyde FC(C1=CC2=C(NC(=N2)C=O)C=C1)(F)F